C(C)(C)(C)N1C2=NC(=NC(=C2N=C1)Cl)F 9-(tert-butyl)-6-chloro-2-fluoro-9H-purine